3-chloro-4-((5,6,7,8-tetrahydronaphthalen-2-yl)oxy)phenol ClC=1C=C(C=CC1OC1=CC=2CCCCC2C=C1)O